CC1=C(C=C(C=N1)NC(=O)C1CN2CCC1CC2)NC(=O)C=2C=C1C(=NC2)NC(=C1)C=1C=NN(C1)C (1s,4s)-N-(6-methyl-5-(2-(1-methyl-1H-pyrazol-4-yl)-1H-pyrrolo[2,3-b]pyridine-5-carboxamido)pyridin-3-yl)quinuclidine-3-carboxamide